ClC1=C2CCC3(C2=CC=C1)CC=1N=C(N=C(C1CO3)N3C[C@@](CCC3)(O)C)SC (3R)-1-(4'-chloro-2-methylsulfanyl-spiro[5,8-dihydropyrano[4,3-d]pyrimidin-7,1'-indan]-4-yl)-3-methyl-piperidin-3-ol